ClC1=C2C(=CNC2=C(C=C1)N1CCC(CC1)NC(C1=C(C=C(C=C1)N1CCC(CC1)C(OCCCC)OCCCC)C#N)=O)C#N N-[1-(4-Chloro-3-cyano-1H-indol-7-yl)piperidin-4-yl]-2-cyano-4-[4-(dibutoxymethyl)piperidin-1-yl]benzamide